3-Hydroxy-2-(3-iodophenyl)-2-methylpropanoic acid methyl ester COC(C(CO)(C)C1=CC(=CC=C1)I)=O